C(#N)C1=CC=2N(N=C1)C(=CC2)C2=CC(=C(C=N2)C2=NN=C(S2)N2C[C@@H]1C([C@@H]1C2)NC(C)=O)NC(C)C N-((1R,5S,6r)-3-(5-(6-(3-cyanopyrrolo[1,2-b]pyridazin-7-yl)-4-(isopropylamino)pyridin-3-yl)-1,3,4-thiadiazol-2-yl)-3-azabicyclo[3.1.0]hex-6-yl)acetamide